FC1=C(C=C(C(=C1)C1=NC(=CC=C1)OCC=1C=NC(=CC1F)C(NC)=O)F)CC=1N(C2=C(N1)C=CC(=C2)C(=O)OC)C[C@H]2OCC2 Methyl 2-[[2,5-difluoro-4-[6-[[4-fluoro-6-(methylcarbamoyl)-3-pyridyl]methoxy]-2-pyridyl]phenyl]methyl]-3-[[(2S)-oxetan-2-yl]methyl]benzimidazole-5-carboxylate